NC=1C2=C(N(C(N1)=O)C=1C(=NC=CC1)C)N=C(C=C2)[C@@H]2[C@H](C2)F |r| 4-amino-7-[(1RS,2SR)-2-fluorocyclopropyl]-1-(2-methyl-3-pyridyl)pyrido[2,3-d]pyrimidin-2-one